Tetraoxaspiro[5.5]undecane-bis[beta-(3-tert-butyl-4-hydroxy-5-methylphenyl) propionate] C(C)(C)(C)C=1C=C(C=C(C1O)C)CCC(=O)O.C(C)(C)(C)C=1C=C(C=C(C1O)C)CCC(=O)O.O1OOOCC12CCCCC2